(S)-5-(1-((4,4-difluorocyclohexyl)methyl)-5-(3,5-dimethylisoxazol-4-yl)-1H-benzo[d]imidazol-2-yl)-1-(3,4-difluorophenyl)pyrrolidin-2-one FC1(CCC(CC1)CN1C(=NC2=C1C=CC(=C2)C=2C(=NOC2C)C)[C@@H]2CCC(N2C2=CC(=C(C=C2)F)F)=O)F